5-(2-(1,5-dimethyl-1H-pyrazol-4-yl)pyrazolo[5,1-b]thiazole-7-carboxamido)-6-methylnicotinic acid CN1N=CC(=C1C)C1=CN2C(S1)=C(C=N2)C(=O)NC=2C(=NC=C(C(=O)O)C2)C